5-(tert-butyl)-N-(2-(difluoromethyl)-3-fluoro-4-(6-(1-methyl-1H-pyrazol-4-yl)pyrrolo[2,1-f][1,2,4]triazin-4-yl)benzyl)-1,2,4-oxadiazole-3-carboxamide hydrochloride Cl.C(C)(C)(C)C1=NC(=NO1)C(=O)NCC1=C(C(=C(C=C1)C1=NC=NN2C1=CC(=C2)C=2C=NN(C2)C)F)C(F)F